CCCCC[C@@H](/C=C/[C@H]1[C@@H](CC(=O)[C@@H]1C/C=C\\CCCC(=O)OC(CO[N+](=O)[O-])CO[N+](=O)[O-])O)O The molecule is a nitro compound obtained by the formal condensation of prostaglandin E2 with 1,3-dinitroglycerol. It has a role as an anti-asthmatic drug and a bronchodilator agent. It is a nitro compound, a carboxylic ester and a secondary alcohol. It derives from a prostaglandin E2 and a 1,3-dinitroglycerol.